COC(=O)C=1C=CC2=C(N(C(=N2)CN2CCC(=CC2=O)C2=C(C(=CC=C2)F)OCC2=CC=C(C=3C=C(OC32)Cl)Cl)C[C@H]3OCC3)C1 (S)-2-((4-(2-((2,4-dichlorobenzofuran-7-yl)methoxy)-3-fluorophenyl)-6-oxo-3,6-Dihydropyridin-1(2H)-yl)methyl)-1-(oxetan-2-ylmethyl)-1H-benzo[d]imidazole-6-carboxylic acid methyl ester